2-[cyano-(5-fluoro-3-pyridinyl)amino]-N-hexyl-5-methyl-thiazole-4-carboxamide C(#N)N(C=1SC(=C(N1)C(=O)NCCCCCC)C)C=1C=NC=C(C1)F